F[C@@H]1C[C@H](CN(C1)C)NC1=C2C(=C(N=N1)C1=C(C=C(C=C1)OC)F)COCC2 N-((3R,5R)-5-fluoro-1-methylpiperidin-3-yl)-4-(2-fluoro-4-methoxyphenyl)-7,8-dihydro-5H-pyrano[3,4-d]pyridazin-1-amine